di-tert-butyl (((1S,2S)-cyclopropane-1,2-diyl)bis(methylene))dicarbamate [C@H]1([C@H](C1)CNC(OC(C)(C)C)=O)CNC(OC(C)(C)C)=O